1-(8-bromopyrido[2,3-e][1,2,4]triazolo[4,3-a]pyrazin-4-yl)-N-methylazetidin-3-amine bisulphate S(O)(O)(=O)=O.BrC1=CC2=C(N=C(C=3N2C=NN3)N3CC(C3)NC)N=C1